ClC1=CC2=C(O[C@H](CO2)COC2=CC=C(C=C2)[C@H](CC(=O)OC)C#CC)C=C1 methyl (S)-3-(4-(((S)-6-chloro-2,3-dihydrobenzo[b][1,4]dioxin-2-yl) methoxy) phenyl)-4-hexynoate